(S)-N1-(4-chlorophenyl)-N2-(5-((-)-1-(3-cyanophenyl)-3-cyclopropyl-1-((R)-1,1-dimethylethylsulfinamido)propyl)-2-fluorophenyl)pyrrolidine-1,2-dicarboxamide ClC1=CC=C(C=C1)NC(=O)N1[C@@H](CCC1)C(=O)NC1=C(C=CC(=C1)C(CCC1CC1)(N[S@](=O)C(C)(C)C)C1=CC(=CC=C1)C#N)F